1-(3,4-dihydroxyphenyl)-2-isopropylaminoethanol hydrochloride Cl.OC=1C=C(C=CC1O)C(CNC(C)C)O